C(C)OC(=O)C1=C(OC2=C1C=C(C=C2C#N)OCC2=CC=CC=C2)C 5-(benzyloxy)-7-cyano-2-methylbenzofuran-3-carboxylic acid ethyl ester